methyl-(3S)-7-(6-amino-3-chloro-2-fluorophenyl)-1-methoxy-5-oxo-1,2,3,5,8,8a-hexahydroindolizine-3-carboxylic acid CC1(C[C@H](N2C(C=C(CC12)C1=C(C(=CC=C1N)Cl)F)=O)C(=O)O)OC